FC1=CC=C(C=C1)C1=NC=2C(=NC=C(N2)C(=O)O)N1C 2-(4-fluorophenyl)-1-methyl-1H-imidazo[4,5-b]Pyrazine-5-carboxylic acid